CN1N=C(C(=C1)C(=O)O)C(=O)O 1-methyl-1H-pyrazole-3,4-dicarboxylic acid